NC1=C(C(=O)O)C=C(C(=C1)C(C)(C)C)N 2,5-diamino-4-tert-butyl-benzoic acid